2,4-diamino-6-(triethoxysilyl)ethyl-1,3,5-triazine NC1=NC(=NC(=N1)N)CC[Si](OCC)(OCC)OCC